[Si](C1=CC=CC=C1)(C1=CC=CC=C1)(C(C)(C)C)OCC1CCC2=CCCN12 trans-3-(((tert-butyldiphenylsilyl)oxy)methyl)tetrahydro-1H-pyrrolizine